F[C@@H]1[C@@H]2CCC[C@H](C[C@H]1C(=C)C1=CN=C(N=N1)C=1C=C3C=CN=CC3=CC1O)N2 6-(6-(1-((1S,2S,3S,5R)-2-fluoro-9-azabicyclo[3.3.1]nonan-3-yl)vinyl)-1,2,4-triazin-3-yl)isoquinolin-7-ol